(S)-1-(3-(methoxymethylsulfonyl)phenoxy)-3-((R)-8-(quinolin-3-ylsulfonyl)-1-oxa-8-azaspiro[4.5]decan-3-ylamino)propan-2-ol COCS(=O)(=O)C=1C=C(OC[C@H](CN[C@H]2COC3(C2)CCN(CC3)S(=O)(=O)C=3C=NC2=CC=CC=C2C3)O)C=CC1